(2S,6R)-4-(3-(3-isopropyl-1H-indazol-5-yl)imidazo[1,2-b]pyridazin-6-yl)-2,6-dimethylmorpholine C(C)(C)C1=NNC2=CC=C(C=C12)C1=CN=C2N1N=C(C=C2)N2C[C@@H](O[C@@H](C2)C)C